C(C)(C)[Si](C1=C(C(=C(C(=C1F)F)[B])F)F)(C(C)C)C(C)C (4-[tris(isopropyl)silyl]-tetrafluorophenyl)boron